3-(5-phenyl-1H-1,2,3-triazol-4-yl)benzo[c]isoxazole C1(=CC=CC=C1)C1=C(N=NN1)C1=C2C(=NO1)C=CC=C2